1,3-dihydro-2H-benzimidazole N1CNC2=C1C=CC=C2